N-hydroxy-N-[(1S)-1-(6-cyanopyridazin-4-yl)-3-hydroxy-propyl]carbamic acid tert-butyl ester C(C)(C)(C)OC(N([C@@H](CCO)C1=CN=NC(=C1)C#N)O)=O